(S)-2-azido-3-(4-(3-methylbut-2-en-1-yl)-1H-indol-3-yl)propionic acid methyl ester COC([C@H](CC1=CNC2=CC=CC(=C12)CC=C(C)C)N=[N+]=[N-])=O